ON(N(C(C)C)CCCN)N=O 3-(2-Hydroxy-1-(1-methylethyl)-2-nitrosohydrazino)-1-propanamine